FC(C(=O)O)(F)F.CN1C(N(C2=C1C=C(C=C2)N2CCC(CC2)N(CC2CCNCC2)C)C2C(NC(CC2)=O)=O)=O 3-(3-methyl-5-(4-(methyl(piperidin-4-ylmethyl)amino)piperidin-1-yl)-2-oxo-2,3-dihydro-1H-benzo[d]imidazol-1-yl)piperidine-2,6-dione trifluoroacetate